NC1=C(C=C(OCCN2[C@@H](C(N(CC2)C)=O)C)C=C1)OC (R)-4-(2-(4-amino-3-methoxyphenoxy)ethyl)-1,3-dimethylpiperazin-2-one